mono-thiazole S1C=NC=C1